N,N-Diethyl-9-(methyl(7H-pyrrolo[2,3-d]pyrimidin-4-yl)amino)-3-azaspiro[5.5]undecan-3-sulfonamid C(C)N(S(=O)(=O)N1CCC2(CC1)CCC(CC2)N(C=2C1=C(N=CN2)NC=C1)C)CC